6-((4-ethylpiperazin-1-yl)methyl)imidazo[2,1-b]thiazole-2-carboxylic acid methyl ester COC(=O)C1=CN2C(S1)=NC(=C2)CN2CCN(CC2)CC